CC1=NC(=CC(=C1)C=1NC2=CC=C(C=C2C1C(C)C)C1CCN(CC1)CC(=O)N1[C@H](CCC1)CO)C (R)-2-(4-(2-(2,6-dimethylpyridin-4-yl)-3-isopropyl-1H-indol-5-yl)piperidin-1-yl)-1-(2-(hydroxymethyl)pyrrolidin-1-yl)ethan-1-one